2-(((2r,3s,4r,5r)-5-(6-amino-2-chloro-9H-purin-9-yl)-3-ethynyl-3,4-dihydroxytetrahydrofuran-2-yl)methoxy)-3-(4-nitrophenyl)-2-(thiazol-4-yl)-propionic acid ethyl ester C(C)OC(C(CC1=CC=C(C=C1)[N+](=O)[O-])(C=1N=CSC1)OC[C@H]1O[C@H]([C@@H]([C@@]1(O)C#C)O)N1C2=NC(=NC(=C2N=C1)N)Cl)=O